3-bromo-1-((4-methoxyphenyl)methyl)piperidine-2,6-dione BrC1C(N(C(CC1)=O)CC1=CC=C(C=C1)OC)=O